tridecafluoro-1-octyl isocyanate FC(C(C(C(C(F)(F)N=C=O)(F)F)(F)F)(F)F)(CCC(F)(F)F)F